4-[([5-isopropyl-1-methylpyrazolo[4,3-d]pyrimidin-7-yl]amino)methyl]-phenylboronic acid C(C)(C)C=1N=C(C2=C(N1)C=NN2C)NCC2=CC=C(C=C2)B(O)O